C(C)(=O)NC1=C(C=CC=C1)N1N=C(C=CC1=O)C(=O)OC methyl 1-(2-acetamidophenyl)-6-oxopyridazine-3-carboxylate